2,6-dimethylmorpholine-4-carbonyl chloride CC1CN(CC(O1)C)C(=O)Cl